ClC=1C=CC=C2C(C=C(OC12)C1=C(OC2CC(C2)C(=O)O)C=CC=C1)=O 3-[2-(8-chloro-4-oxo-chromen-2-yl)phenoxy]cyclobutanecarboxylic acid